FC(C(=O)O)(F)F.ClC1=C(C=C2CC(NC2=C1)=O)C(=O)N 6-chloro-2-oxo-2,3-dihydro-1H-indole-5-carboxamide trifluoroacetate salt